OCC(C(=O)NC(C(=O)O)CCN(CCCCC1=NC=2NCCCC2C=C1)CCOC)(C)C 2-[(3-hydroxy-2,2-dimethyl-propanoyl)amino]-4-[2-methoxyethyl-[4-(5,6,7,8-tetrahydro-1,8-naphthyridin-2-yl)butyl]amino]butanoic acid